(Z)-1-(4-amino-2-fluorobut-2-en-1-yl)-4-(3-(pyrrolidin-1-ylsulfonyl)phenyl)-1H-benzo[d][1,2,3]triazole-6-carboxylic acid methyl ester COC(=O)C=1C=C(C2=C(N(N=N2)C/C(=C/CN)/F)C1)C1=CC(=CC=C1)S(=O)(=O)N1CCCC1